azobis(2,4,4-trimethylpentane) N(=NCC(CC(C)(C)C)C)CC(CC(C)(C)C)C